2-[(7-bromo)quinolin-2-yl]acetic acid BrC1=CC=C2C=CC(=NC2=C1)CC(=O)O